2-(1-(2-(2-((tert-butyldimethylsilyl)oxy)ethyl)cyclopropyl)-1H-pyrazol-4-yl)quinoxaline [Si](C)(C)(C(C)(C)C)OCCC1C(C1)N1N=CC(=C1)C1=NC2=CC=CC=C2N=C1